4-chloro-7-methylbenzo[c][2,7]naphthyridine ClC=1N=CC=C2C3=C(N=CC12)C(=CC=C3)C